C1(=CC=CC2=CC=CC=C12)C1OC(=C(C1=O)O)N 2-(1-naphthyl)-5-amino-4-hydroxy-3(2H)-furanone